4-(p-tolyl)thiazol C1(=CC=C(C=C1)C=1N=CSC1)C